1-([1,2,4]triazolo[4,3-a]quinazolin-5-yl)-N1-methylbenzene-1,3-diamine C1=NN=C2N1C1=CC=CC=C1C(=N2)C2(CC(=CC=C2)N)NC